(S)-N-(7-methoxy-4-(1-methyl-3-phenyl-1H-pyrazol-4-yl)pyrido[3,2-d]pyrimidin-6-yl)-1-methyl-3-(trifluoromethyl)pyrrolidine-3-carboxamide COC1=CC=2N=CN=C(C2N=C1NC(=O)[C@]1(CN(CC1)C)C(F)(F)F)C=1C(=NN(C1)C)C1=CC=CC=C1